6-(3-aminopyrrolidin-1-yl)-N-(3-chloro-2-fluorophenyl)pyrido[3,2-d]pyrimidin-4-amine NC1CN(CC1)C=1C=CC=2N=CN=C(C2N1)NC1=C(C(=CC=C1)Cl)F